benzyl-(2-hydroxyethyl)dimethylammonium C(C1=CC=CC=C1)[N+](C)(C)CCO